7-methoxy-4-methyl-5H-pyrido[3,2-b]indole COC=1C=CC=2C3=C(NC2C1)C(=CC=N3)C